5-ethynyl-6-fluoronaphthalene-2-ol bis(2,2,2-Trifluoroacetate) FC(C(=O)O)(F)F.FC(C(=O)O)(F)F.C(#C)C1=C2C=CC(=CC2=CC=C1F)O